C1NC(C=CC2=C1C=CC=C2)=O 1,2-dihydro-3H-benzo[c]azepin-3-one